pyridin-2-yl-(2,2,4,4-tetramethylpyrrolidin-1-yl)methanone N1=C(C=CC=C1)C(=O)N1C(CC(C1)(C)C)(C)C